C(C)(C)(C)OC(=O)N1CC(CCC1)C1=NC(=CC=C1)CO 3-(6-hydroxymethylpyridin-2-yl)-1-piperidinecarboxylic acid tert-butyl ester